N-{2,3-dimethoxy-6H,7H,8H-cyclopenta[b]1,5-naphthyridin-9-yl}-1-(2-methoxyethyl)piperidin-4-amine COC=1N=C2C(=C3C(=NC2=CC1OC)CCC3)NC3CCN(CC3)CCOC